C(C(CC(=O)[O-])C(=O)[O-])C(=O)[O-] propane-1,2,3-tricarboxylate